O([C@@H]1[C@@H](O)[C@@H](O)[C@H](O)[C@H](O1)CO)CCCCCCC n-heptyl α-D-mannopyranoside